ClC=1C=C(C=CC1N1CCOCC1)C=1C=C2CC(C(C2=CC1)NC(O[C@@H]1CN2CCC1CC2)=O)(C)C (S)-quinuclidin-3-yl (5-(3-chloro-4-morpholinophenyl)-2,2-dimethyl-2,3-dihydro-1H-inden-1-yl)carbamat